4-(1-(4-((3-fluorophenyl)amino)-1-(4-(trifluoromethyl)benzyl)-1H-indole-7-carboxamido)cyclopropyl)benzoic acid FC=1C=C(C=CC1)NC1=C2C=CN(C2=C(C=C1)C(=O)NC1(CC1)C1=CC=C(C(=O)O)C=C1)CC1=CC=C(C=C1)C(F)(F)F